2-(3-(aminomethyl)-2-((5-(3-(aminomethyl)phenyl)benzofuran-3-yl)methoxy)phenyl)acetic acid NCC=1C(=C(C=CC1)CC(=O)O)OCC1=COC2=C1C=C(C=C2)C2=CC(=CC=C2)CN